ClC=1C=C(C(=NC1)N1CC(N(C2(CC2)C1=O)[C@H](C)C1=CC=C(C=C1)Cl)=O)F (R)-7-(5-chloro-3-fluoropyridin-2-yl)-4-(1-(4-chlorophenyl)ethyl)-4,7-diazaspiro[2.5]octane-5,8-dione